OC=1C=C(C2=CC=CC=C2C1)C=1C=C2C(=CN=CC2=CC1)C#N 6-(3-hydroxynaphth-1-yl)isoquinoline-4-nitrile